COC(CC=1C(OC=CC1)=O)CCCC(CCCCCCCCCC)OC 2,6-dimethoxyhexadecyl-pyrone